C(C)N[NH-] ethylamino-amide